N-formamidyl-5-(1-methyl-1H-pyrazol-4-yl)-2-naphthamide C(=O)NNC(=O)C1=CC2=CC=CC(=C2C=C1)C=1C=NN(C1)C